NC(CCCCB(O)O)(CCCN1CCN(CC1)CC1=CC=C(C=C1)S(=O)(=O)C)C(=O)OCCC 5-amino-8-(4-(4-(methylsulfonyl)benzyl)piperazine-1-yl)-5-(propoxycarbonyl)octylboronic acid